C(#N)N=C(NC1CCCCC1)C1=CN=C2N1N=C(C=C2)N2C(CC(C2)F)C2=C(C=CC(=C2)F)SC N'-cyano-N-cyclohexyl-6-[4-fluoro-2-[5-fluoro-2-(methylsulfanyl)phenyl]pyrrolidin-1-yl]imidazo[1,2-b]pyridazine-3-carboximidamid